pyrazole-3-sulfinate N1N=C(C=C1)S(=O)[O-]